(2-acetylamino-3,4,6-tri-O-acetyl-2-deoxy-β-D-glucopyranosyl)-5-methylisoxazole C(C)(=O)N[C@H]1[C@@H](O[C@@H]([C@H]([C@@H]1OC(C)=O)OC(C)=O)COC(C)=O)C1=NOC(=C1)C